C(C1=CC=CC=C1)N1CCN(CC1)[C@@H]1CC[C@H](CC1)NC(OC(C)(C)C)=O trans-tert-butyl N-[4-(4-benzylpiperazin-1-yl)cyclohexyl]carbamate